mono(2-methacryloyloxyethyl) phthalate C(C=1C(C(=O)[O-])=CC=CC1)(=O)OCCOC(C(=C)C)=O